BrC1=CC(=C(C=C1)N1N=C2C(N=CC=C2C2CCN(CC2)C(=O)OC(C)(C)C)=C1C#N)F tert-butyl 4-[2-(4-bromo-2-fluorophenyl)-3-cyano-2H-pyrazolo[4,3-b]pyridin-7-yl]piperidine-1-carboxylate